FC1=C(C=C(C=C1)NC(=O)C1=C(N(C(=C1C)C(C(NC1CCC(CC1)OCC#C)=O)=O)C)C)C N-(4-fluoro-3-methylphenyl)-1,2,4-trimethyl-5-(2-oxo-2-(((1s,4s)-4-(prop-2-yn-1-yloxy)cyclohexyl)amino)acetyl)-1H-pyrrole-3-carboxamide